C(C)(C)(C)C1=NOC(=N1)C(=O)N[C@H](C)C1=C(C=C(C=C1)C1=CC(=NC=N1)NC1=CC=C(C(=N1)OC)N1CCN(CC1)C(=O)OC(C)(C)C)C tert-butyl (R)-4-(6-((6-(4-(1-(3-(tert-butyl)-1,2,4-oxadiazole-5-carboxamido)ethyl)-3-methylphenyl)pyrimidin-4-yl)amino)-2-methoxypyridin-3-yl)piperazine-1-carboxylate